(S)-1-((S)-8-(4'-(1-aminocyclopropyl)-6-fluorobiphenyl-3-ylsulfonyl)-1-oxa-8-azaspiro[4.5]decan-3-ylamino)-3-(3-(1-(hydroxymethyl)cyclopropylsulfonyl)phenoxy)propan-2-ol NC1(CC1)C1=CC=C(C=C1)C1=CC(=CC=C1F)S(=O)(=O)N1CCC2(C[C@@H](CO2)NC[C@@H](COC2=CC(=CC=C2)S(=O)(=O)C2(CC2)CO)O)CC1